3,8-bis((tert-butyldimethylsilyl)oxy)-2,9-dimethyl-6H-benzo[c]chromen-6-one [Si](C)(C)(C(C)(C)C)OC1=C(C=C2C3=C(C(OC2=C1)=O)C=C(C(=C3)C)O[Si](C)(C)C(C)(C)C)C